5-methyl-3-(2-(tert-Butyl)phenyl)-pyrazol-4-ol CC1=C(C(=NN1)C1=C(C=CC=C1)C(C)(C)C)O